sodium mercapto ethanesulfonate C(C)S(=O)(=O)OS.[Na]